NC1=NC(=C2N=CN(C2=N1)[C@H]1C=C[C@H](C1)COP(=O)(OC1=CC=C(C=C1)Cl)N[C@@H](C)C(=O)OC)Cl Methyl ((((1S,4R)-4-(2-amino-6-chloro-9H-purin-9-yl)cyclopent-2-en-1-yl)methoxy)(4-chlorophenoxy)phosphoryl)-L-alaninate